2-(diallylcarbamoyl)benzoic acid C(C=C)N(C(=O)C1=C(C(=O)O)C=CC=C1)CC=C